ethyl para-methoxybenzoate COC1=CC=C(C(=O)OCC)C=C1